6-chloro-N-(8-fluoro-2-methylimidazo[1,2-a]pyridin-6-yl)thieno[2,3-b]pyridine-2-carboxamide ClC1=CC=C2C(=N1)SC(=C2)C(=O)NC=2C=C(C=1N(C2)C=C(N1)C)F